1-azabicyclo-[3.3.0]-octane N12CCCC2CCC1